N-(2-chloro-5-methyl-6-oxo-5,6-dihydro-1,5-naphthyridin-3-yl)-3-fluoro-5-(trifluoromethyl)benzamide ClC1=NC=2C=CC(N(C2C=C1NC(C1=CC(=CC(=C1)C(F)(F)F)F)=O)C)=O